N-(5-(4-((S)-3-(cyanomethyl)piperazin-1-yl)-2-(((S)-1-methylpyrrolidin-2-yl)methoxy)quinazolin-6-yl)-2-methoxypyridin-3-yl)-2,4-difluorobenzenesulfonamide C(#N)C[C@H]1CN(CCN1)C1=NC(=NC2=CC=C(C=C12)C=1C=C(C(=NC1)OC)NS(=O)(=O)C1=C(C=C(C=C1)F)F)OC[C@H]1N(CCC1)C